4-chloro-6,7-dihydro-5H-cyclopenta[4,5]pyrrolo[2,3-d]pyrimidine ClC=1C2=C(N=CN1)NC1=C2CCC1